5-(methylthio)benzene-1,3-diol CSC=1C=C(C=C(C1)O)O